C(#N)C1=CC=C(CBr)C=C1 4-cyanobenzyl bromide